6,7-dimethoxy-1-naphthonitrile COC=1C=C2C=CC=C(C2=CC1OC)C#N